N-(4-Chloro-2-hydroxy-5-(pentafluoro-λ6-sulfaneyl)phenyl)acetamide ClC1=CC(=C(C=C1S(F)(F)(F)(F)F)NC(C)=O)O